(S)-2-amino-3-(2-(carboxymethoxy)pyridin-4-yl)propanoic acid N[C@H](C(=O)O)CC1=CC(=NC=C1)OCC(=O)O